tert-Butyl 3-(5-(3-((4-(benzyloxy)phenyl)(cyclopropylmethylamino)methyl)phenylcarbamoyl)-3-(trifluoromethyl)-1H-pyrazol-1-yl)benzylcarbamate C(C1=CC=CC=C1)OC1=CC=C(C=C1)C(C=1C=C(C=CC1)NC(=O)C1=CC(=NN1C=1C=C(CNC(OC(C)(C)C)=O)C=CC1)C(F)(F)F)NCC1CC1